5-[(2-chlorophenyl)methyl]-1-methyl-1,2,4-triazole-3-carboxylic acid ClC1=C(C=CC=C1)CC1=NC(=NN1C)C(=O)O